2-[4-({N-[(4-methoxyphenyl)methyl]carbamoyl}amino)phenyl]-N-(3-pyridylmethyl)acetamide COC1=CC=C(C=C1)CNC(=O)NC1=CC=C(C=C1)CC(=O)NCC=1C=NC=CC1